1-(4-hydroxy-3-methoxyphenyl)propan-2-one OC1=C(C=C(C=C1)CC(C)=O)OC